N-pyrimidin-4-yl-acetamide N1=CN=C(C=C1)NC(C)=O